2-[4-[3-(Trifluoromethyl)benzoyl]piperazin-1-yl]-3H-quinazolin-4-one FC(C=1C=C(C(=O)N2CCN(CC2)C2=NC3=CC=CC=C3C(N2)=O)C=CC1)(F)F